NC1(CC(C1)(F)F)C=1C=CC(=NC1)[C@@H]1C[C@H](C1)C1=NN2C(=NC=3C(=CC=CC3C2=N1)OC)N 2-{trans-3-[5-(1-amino-3,3-difluorocyclobutyl)pyridin-2-yl]cyclobutyl}-7-methoxy[1,2,4]triazolo[1,5-c]quinazolin-5-amine